O[C@H](CC#C)C1=CC(=C(C=C1)O)[N+](=O)[O-] (R)-4-(1-hydroxybut-3-yn-1-yl)-2-nitrophenol